4-((1-(((tert-butyldimethylsilyl)oxy)methyl)cyclopropyl)ethynyl)-2-(prop-1-en-2-yl)pyridin-3-amine [Si](C)(C)(C(C)(C)C)OCC1(CC1)C#CC1=C(C(=NC=C1)C(=C)C)N